C(C)N1N=C(C=C1)C=1C=C(C=C(C1)C=1C=NN(C1)C)[C@@H](C)NC(=O)C1=CC=C2C=CNC2=C1 (R)-N-(1-(3-(1-ethyl-1H-pyrazol-3-yl)-5-(1-methyl-1H-pyrazol-4-yl)phenyl)ethyl)-1H-indole-6-carboxamide